N1C=C(C2=CC=CC=C12)CCCC(SC1=CC=CC=C1)=O 1-Indole-3-butanethioic acid, S-phenyl ester